1-(3-(tert-butyl)-1-phenyl-1H-pyrazol-5-yl)-3-(4-((3,4-dihydro-2H-pyrido[3,2-b][1,4]oxazin-8-yl)oxy)-2-(methylthio)phenyl)urea C(C)(C)(C)C1=NN(C(=C1)NC(=O)NC1=C(C=C(C=C1)OC1=CC=NC2=C1OCCN2)SC)C2=CC=CC=C2